FC1=CC(=C(CC2(C[C@@H]3[C@@H](CN(C3)CC(=O)C3=NC=C(C=C3)O)C2)O)C=C1)C 2-((3aR,5r,6aS)-5-(4-fluoro-2-methylbenzyl)-5-hydroxyhexa-hydrocyclopenta[c]pyrrol-2(1H)-yl)-1-(5-hydroxypyridin-2-yl)ethanone